C(C)(C)(C)OC(=O)N1CC2C(C1)CC(C2)CCO.Cl.C2NCC1C2CC(C1)CCO 2-(trans-octahydrocyclopenta[c]pyrrol-5-yl)ethan-1-ol hydrochloride tert-Butyl-trans-5-(2-hydroxyethyl)hexahydrocyclopenta[c]pyrrole-2(1H)-carboxylate